ethylenebisarachic acid amide C(CCCCCCCCCCCCCCCCCCCCC(=O)N)CCCCCCCCCCCCCCCCCCCC(=O)N